2-butyl-3-benzofuranyl-4-[2-(diethylamino) ethoxy]3,5-diiodophenyl ketone hydrochloride Cl.C(CCC)C1C(=CC(=C(C1(I)C=1OC2=C(C1)C=CC=C2)OCCN(CC)CC)I)C(=O)C=2C(C(C(=C(C2)I)OCCN(CC)CC)(C=2OC1=C(C2)C=CC=C1)I)CCCC